BrC=1C=C(C=CC1F)C(C(=O)OC)(C)C methyl 2-(3-bromo-4-fluorophenyl)-2-methylpropanoate